diketoindoline O=C1C(NC2=CC=CC=C12)=O